ethyl 3-methyl-2-(methylsulfonylmethyl)butanoate CC(C(C(=O)OCC)CS(=O)(=O)C)C